BrC1=C2C(N(C(C2=CC=C1)CC1=C(C=NN1C)Cl)CC1CC2(C1)OC(NC2)=O)=O 2-((4-bromo-1-((4-chloro-1-methyl-1H-pyrazol-5-yl)methyl)-3-oxoisoindolin-2-yl)methyl)-5-oxa-7-azaspiro[3.4]octan-6-one